4-(4-fluorophenyl)-5-((1-methyl-1H-pyrazol-3-yl)methoxy)picolinamide FC1=CC=C(C=C1)C1=CC(=NC=C1OCC1=NN(C=C1)C)C(=O)N